diethyl 1-[2-(8-fluoro-2-naphthyl)-2-oxoethyl]-1H-pyrazole-3,5-dicarboxylate FC=1C=CC=C2C=CC(=CC12)C(CN1N=C(C=C1C(=O)OCC)C(=O)OCC)=O